4-((1-(4-(tert-butyl)piperidine-1-carbonyl)cyclopentyl)amino)chlorobenzene C(C)(C)(C)C1CCN(CC1)C(=O)C1(CCCC1)NC1=CC=C(C=C1)Cl